BrC1=C(C(=C(C(=C1F)F)C1=C(C(=C(C(=C1F)F)Br)F)F)F)F 4,4'-dibromooctafluorobiphenyl